2-((2S,3S,4S)-2-((benzylamino)methyl)-5-chloro-6-fluoro-3-methyl-2-phenyl-2,3-dihydrobenzofuran-4-yl)-3-fluoro-4-((2S)-2-((tetrahydro-2H-pyran-2-yl)oxy)propoxy)benzamide C(C1=CC=CC=C1)NC[C@@]1(OC2=C([C@@H]1C)C(=C(C(=C2)F)Cl)C2=C(C(=O)N)C=CC(=C2F)OC[C@H](C)OC2OCCCC2)C2=CC=CC=C2